FC1=C(C=CC=C1F)S 2,3-difluorobenzenethiol